ClC1=C(C(=O)N(C)C)C=CC(=C1)OCCC[C@@H]1CC12CCN(CC2)C(=O)C2(CCCC2)C2=CC=CC=C2 |o1:16| (R or S)-2-chloro-N,N-dimethyl-4-(3-(6-(1-phenylcyclopentanecarbonyl)-6-azaspiro[2.5]octan-1-yl)propoxy)benzamide